CN1CCC(CC1)NC(=O)C1=CC=C2CC(NC2=C1)=O N-(1-methylpiperidin-4-yl)-2-oxoindoline-6-carboxamide